[NH2+]=C1C=CC2=CC3=CC=CC(=C3OC2=C1S(=O)(=O)O[C@H]1CN(CC1)CCCOC1=C(C(=CC=C1)Br)C)S(=O)(=O)O (R)-1-(3-(3-bromo-2-methylphenoxy)propyl)pyrrolidin-3-ol 3-iminio-5-sulfo-3H-xanthene-4-sulfonate